6-amino-2-((1S,3R)-3-((5-bromopyrimidin-2-yl)amino)cyclohexyl)isoindolin-1-one NC1=CC=C2CN(C(C2=C1)=O)[C@@H]1C[C@@H](CCC1)NC1=NC=C(C=N1)Br